FC=1C=C(C=CC1)[Mg].[Br] bromine (3-fluorophenyl)magnesium